OCCOC1=CC=C(C=C1)[C@@H]1C(N(C(N1)=O)[C@@H](CC1=CC=C(C=C1)OC)C1=NC2=C(N1)C=CC(=C2)I)=O (R)-5-[4-(2-hydroxy-ethoxy)-phenyl]-3-[(S)-1-(5-iodo-1H-benzoimidazol-2-yl)-2-(4-methoxy-phenyl)-ethyl]-imidazoline-2,4-dione